C1(CCCC1)N cyclopentylAmine